O1[C@@H](COCC1)[C@@H](C)N1N=CC=2C1=NC(=CN2)NC2=NNC(=C2)OC(F)F 1-((R)-1-((R)-1,4-dioxan-2-yl)ethyl)-N-(5-(difluoromethoxy)-1H-pyrazol-3-yl)-1H-pyrazolo[3,4-b]pyrazin-6-amine